Cl.C1NCC12CS(CC2)(=O)=O 6-thia-2-azaspiro[3.4]octane 6,6-dioxide hydrochloride salt